C(C1=CC=CC=C1)NC(CN)C N2-benzyl-1,2-propanediamine